10-chloro-2H-[1,2,4]triazino[4,5-a]indol-1-one ClC1=C2N(C=3C=CC=CC13)C=NNC2=O